NC1=C(C(=C(C=C1)CCCO[SiH3])CCCN)C 4-amino(3-methyl-aminopropylphenyl)propoxysilane